N1(C=CC=2C1=NC=CC2)CC2CC1(CN(C1)C(=O)C1CC(C1)(C)O)C2 (6-((1H-Pyrrolo[2,3-b]pyridin-1-yl)methyl)-2-azaspiro[3.3]heptan-2-yl)((1s,3s)-3-hydroxy-3-methylcyclobutyl)methanone